C(CCCCCCCCCC)NC(=O)C=1C=2C=CC=NC2C=CC1 N-undecylquinoline-5-carboxamide